3-methyl-2-[4-(4,4,5,5-tetramethyl-1,3,2-dioxaborolan-2-yl)-1H-pyrazol-1-yl]butanoic acid ethyl ester C(C)OC(C(C(C)C)N1N=CC(=C1)B1OC(C(O1)(C)C)(C)C)=O